tertbutyl 6-(2-methoxy-N-methyl-4-(6-(4-pentamidothiophen-2-yl) pyrazin-2-yl) benzamido)-2-azaspiro[3.3]heptane-2-carboxylate COC1=C(C(=O)N(C)C2CC3(CN(C3)C(=O)OC(C)(C)C)C2)C=CC(=C1)C1=NC(=CN=C1)C=1SC=C(C1)NC(CCCC)=O